5-(4-(cyanomethoxy)-2,3-difluorophenyl)-1-methyl-N-(3-methyl-4-(4-(morpholine-4-carbonyl)piperidine-1-carbonyl)phenyl)-1H-imidazole-2-carboxamide C(#N)COC1=C(C(=C(C=C1)C1=CN=C(N1C)C(=O)NC1=CC(=C(C=C1)C(=O)N1CCC(CC1)C(=O)N1CCOCC1)C)F)F